C(C)(C)(C)OC(=O)N1C(C(CCC1)(CCO)N)CO[C@@H]1CC[C@@H](CC1)C1=CC=CC=C1 3-amino-3-(2-hydroxyethyl)-2-({[(cis)-4-phenylcyclohexyl]oxy}methyl)piperidine-1-carboxylic acid tert-butyl ester